C(C)OCCN1N=CC(=C1)B1OC(C(O1)(C)C)(C)C 1-(2-ethoxyethyl)-4-(4,4,5,5-tetramethyl-1,3,2-dioxaborolan-2-yl)-1H-pyrazole